The molecule is an acetate ester that is eugenol acetate substituted by an acetoxy group at position 1. It has a role as a plant metabolite. It is an acetate ester, a phenylpropanoid and a monomethoxybenzene. It derives from a eugenol. CC(=O)OC1=C(C=C(C=C1)[C@H](C=C)OC(=O)C)OC